C(=O)(OC(C)(C)C)N1[C@H](CC(CC1)=O)C N-Boc-(S)-2-methyl-4-piperidone